6-(2-(2-(2-fluoroethoxy)ethoxy)ethoxy)-9-(methoxymethyl)-N,N-dimethyl-9H-carbazol-3-amine FCCOCCOCCOC=1C=C2C=3C=C(C=CC3N(C2=CC1)COC)N(C)C